tert-butyl N-[(2R)-1-hydroxy-3-(2H3)methoxy(3,3-2H2)propan-2-yl]carbamate OC[C@H](C([2H])([2H])OC([2H])([2H])[2H])NC(OC(C)(C)C)=O